C(C)(C)(C)OC(=O)N(C(OC(C)(C)C)=O)C1=C(C=C(C=C1)C1=CC=C(C=C1)C(F)(F)F)[N+](=O)[O-] tert-butyl N-tert-butoxycarbonyl-N-[2-nitro-4-[4-(trifluoromethyl)phenyl]phenyl]carbamate